bis(tetramethylcyclopentadienyl)zirconium CC=1C(=C(C(C1)(C)[Zr]C1(C(=C(C(=C1)C)C)C)C)C)C